(E)-3-(2,6-Dichloro-phenyl)-1-methyl-prop-2-en ClC1=C(C(=CC=C1)Cl)/C=C/CC